3-[(2R)-2-[(tert-butyldimethylsilyl)oxy]-3-(1,2,3,4-tetrahydroisoquinolin-2-yl)propyl]-6-(4-fluorophenyl)-1-(2-methylpropyl)-1,2,3,4-tetrahydroquinazoline-2,4-dione [Si](C)(C)(C(C)(C)C)O[C@@H](CN1C(N(C2=CC=C(C=C2C1=O)C1=CC=C(C=C1)F)CC(C)C)=O)CN1CC2=CC=CC=C2CC1